N,N-dimethyl-4-(4-nitrophenyl)piperazin-1-amide CN(C(=O)N1CCN(CC1)C1=CC=C(C=C1)[N+](=O)[O-])C